13-chloro-4,5-difluoro-14,19-dimethoxy-16,16-dioxo-9-oxa-16λ6-thia-17-azatetracyclo[16.3.1.111,15.02,7]tricosa-1(22),2(7),3,5,11,13,15(23),18,20-nonaen-10-one ClC=1C=C2C(OCC=3C=C(C(=CC3C=3C=CC(=C(NS(C(C1OC)=C2)(=O)=O)C3)OC)F)F)=O